2-(1-(2-(4,6-dichloro-2-methyl-1H-indol-3-yl)ethyl)-1H-1,2,3-triazol-4-yl)propanaminium trifluoroacetate FC(C(=O)[O-])(F)F.ClC1=C2C(=C(NC2=CC(=C1)Cl)C)CCN1N=NC(=C1)C(C[NH3+])C